C1(CC1)COC=1C2=C(N=CN1)C(=C(N2)C2=CC(=NC=C2)NC(C(CC(F)F)C2=CC=C(C=C2)F)=O)C2=NC=CC=C2 N-{4-[4-(Cyclopropylmethoxy)-7-(pyridin-2-yl)-5H-pyrrolo[3,2-d]pyrimidin-6-yl]pyridin-2-yl}-4,4-difluoro-2-(4-fluorophenyl)butanamid